O=C1N(C(C2=CC=CC=C12)=O)CCCOC1=CC=C(C=C1)S(=O)(=O)Cl 4-(3-(1,3-dioxoisoindolin-2-yl)propoxy)benzene-1-sulfonyl chloride